1-(2-((3-((S)-1-amino-2-((1S,3S,5S)-3-cyano-2-azabicyclo[3.1.0]hexane-2-yl)-2-oxoethyl)adamantan-1-yl)oxy)ethyl)piperidine-4-carboxylic acid methyl ester COC(=O)C1CCN(CC1)CCOC12CC3(CC(CC(C1)C3)C2)[C@@H](C(=O)N2[C@H]3C[C@H]3C[C@H]2C#N)N